ClC1=CC=C2C(=CN(C2=C1Cl)CCC#N)C=1C=NNC1 3-[6,7-dichloro-3-(1H-pyrazol-4-yl)indol-1-yl]propanenitrile